CN(CCCC1=CC(=CC=C1)C1=NC[C@H](CC1)C)C (S)-N,N-dimethyl-3-(3-(5-methyl-3,4,5,6-tetrahydropyridin-2-yl)phenyl)propan-1-amine